CC1=NC=2N(C(=C1)C(=O)NC1=CC(=CC=C1)C1(COC1)CC1=NN=CN1C)N=CC2 5-Methyl-N-(3-(3-((4-methyl-4H-1,2,4-triazol-3-yl)methyl)oxetan-3-yl)phenyl)pyrazolo[1,5-a]pyrimidine-7-carboxamide